C(C)(=O)OC(C(F)(F)F)=O trifluoroacetic acetic anhydride